N1(CCOCC1)C(=O)C1=C2C=3CC(CCC3NC2=CC=C1)NC(=O)NC1=CC(=CC=C1)C(F)(F)F 1-(5-(morpholine-4-carbonyl)-2,3,4,9-tetrahydro-1H-carbazol-3-yl)-3-(3-trifluoromethylphenyl)urea